CC=1C=C(C=CC1C)N1C(C[C@H](C1)C(=O)N1CCC(CC1)C1=NOC(=N1)C1=CC=C(C=C1)C)=O |r| rac-1-(3,4-dimethylphenyl)-4-(4-(5-(p-tolyl)-1,2,4-oxadiazol-3-yl)piperidine-1-carbonyl)pyrrolidin-2-one